CC(C)(C1=CC=CC=C1)[C@@H]1N(CCC1)C=1NC(C=C(N1)N1CCOCC1)=O 2-[(2R)-2-(1-methyl-1-phenyl-ethyl)pyrrolidin-1-yl]-4-morpholino-1H-pyrimidin-6-one